CC1=C(C=CC(=N1)N)OCCC1=CC=CC=C1 6-Methyl-5-phenethoxypyridine-2-amine